(S)-N,N-dimethyl-2-(4-(5-methyl-3,4,5,6-tetrahydropyridin-2-yl)phenyl)ethanamine CN(CCC1=CC=C(C=C1)C1=NC[C@H](CC1)C)C